5-benzyl-N-(4-(2-chloro-5-ethoxyphenyl)pyridin-2-yl)-4H-1,2,4-triazole-3-carboxamide C(C1=CC=CC=C1)C=1NC(=NN1)C(=O)NC1=NC=CC(=C1)C1=C(C=CC(=C1)OCC)Cl